4-(5-(5-fluoro-2-methoxypyridin-4-yl)-1H-pyrazol-3-carbonyl)-4-azaspiro[2.5]octan-7-carboxamide FC=1C(=CC(=NC1)OC)C1=CC(=NN1)C(=O)N1C2(CC2)CC(CC1)C(=O)N